NC1=NC=CC2=C1N(C(N2[C@@H]2CN(C[C@@H](C2)O[Si](C)(C)C(C)(C)C)CC2=CC=CC=C2)=O)C2=CC=C(C=C2)OC2=CC=CC=C2 4-amino-1-((3s,5r)-1-benzyl-5-((tert-butyldimethylsilyl)oxy)piperidin-3-yl)-3-(4-phenoxyphenyl)-1,3-dihydro-2H-imidazo[4,5-C]pyridin-2-one